cis-3-cyclobutyl-4-(4-(4-(dimethoxymethyl)piperidin-1-yl)phenyl)benzopyran-7-ol C1(CCC1)C=1COC2=C(C1C1=CC=C(C=C1)N1CCC(CC1)C(OC)OC)C=CC(=C2)O